Cl.CN1N=C2N=C(C(=CC2=C1)N)C 2,6-dimethyl-2H-pyrazolo[3,4-b]pyridin-5-amine hydrochloride